C(C)(=O)N(N(C(=O)C1=CC=2C3=C(C(=NC2C=C1)N)C=NN3C)CC3=C(C=C(C=C3F)F)F)C N'-acetyl-4-amino-N',1-dimethyl-N-[(2,4,6-trifluorophenyl)methyl]pyrazolo[4,3-c]quinoline-8-carbohydrazide